ClC1=NC=NC=2NC3=CC(=CC=C3C21)C2CN(CC2)C(=O)OC(C)(C)C tert-butyl 3-(4-chloro-9H-pyrimido[4,5-b]indol-7-yl)pyrrolidine-1-carboxylate